C(CCCC)(=O)[O-].C(CCCC)(=O)[O-].C(CCC)[N+](CCCC)(CCCC)CCCC.C(CCC)[N+](CCCC)(CCCC)CCCC Tetra-n-butylammonium valerate (pentanoate)